4-[5-(2-aminoethyl)pyrimidin-2-yl]-3-[[3-methyl-1-(2-methylpropyl)pyrazol-4-yl]methyl]benzonitrile NCCC=1C=NC(=NC1)C1=C(C=C(C#N)C=C1)CC=1C(=NN(C1)CC(C)C)C